2-isocyanato-4-methyl-5-(trifluoromethyl)pyridine N(=C=O)C1=NC=C(C(=C1)C)C(F)(F)F